C1(=C(C=CC=C1)C1=C(C(=NN=N1)C1=CC=CC=2OC3=C(C21)C=CC=C3)C3=C(C=CC=C3C3=CC=CC=2C1=CC=CC=C1NC32)C3=CC=CC=C3)C3=CC=CC=C3 (biphenylyl)(carbazolylbiphenylyl)(dibenzofuranyl)triazine